2-(3-(5-((dimethylamino)methyl)-6-oxo-1,6-dihydropyridin-3-yl)-4,4-difluoropiperidin-1-yl)-N-(5-(4-fluorophenoxy)pyridin-2-yl)propionamide CN(C)CC1=CC(=CNC1=O)C1CN(CCC1(F)F)C(C(=O)NC1=NC=C(C=C1)OC1=CC=C(C=C1)F)C